tert-butyl 4-(1-(hydroxymethyl)cyclopropyl)piperazine-1-carboxylate OCC1(CC1)N1CCN(CC1)C(=O)OC(C)(C)C